C(C(C)C)NC(=O)C1CN(CCC1)C=1SC=C(N1)C(=O)OCC Ethyl 2-(3-(isobutylcarbamoyl)piperidin-1-yl)thiazole-4-carboxylate